FC[C@@H]1N(CCNC1)CC=1N=NC=CC1 (R)-3-((2-(fluoromethyl)piperazine-1-yl)methyl)pyridazine